O.[W] tungsten water